BrC1=CC=C(C=C1)[C@@H]1[C@H](CN(CC1)CC)F (3R,4R)-4-(4-bromophenyl)-1-ethyl-3-fluoro-piperidine